C(=C)C1=C(C=CC=C1)B(O)O (2-vinylphenyl)boronic acid